FC(C=1C(=C(C=CC1)[C@@H](C)NC=1C2=C(N=C(N1)C)C=NC(=C2)N2[C@H]1C[C@H]([C@@H](C2)C1)C#N)F)F |&1:23,25,26| (1RS,4SR,5RS)-2-[4-({(1R)-1-[3-(difluoromethyl)-2-fluorophenyl]ethyl}amino)-2-methylpyrido[3,4-d]pyrimidin-6-yl]-2-azabicyclo[2.2.1]heptane-5-carbonitrile